3-[(1S)-1-(3-fluoro-4-nitro-pyrazol-1-yl)propyl]-4-(2,2,2-trifluoroethyl)-1,2,4-triazole FC1=NN(C=C1[N+](=O)[O-])[C@@H](CC)C1=NN=CN1CC(F)(F)F